C1(CC1)C[C@@H]1OCC2=CC(=CC=C2[C@@H]1C1=CC=C(C=C1)N1CCC(CC1)C(OC)OC)O (3S,4S)-3-(cyclopropylmethyl)-4-(4-(4-(dimethoxymethyl)piperidin-1-yl)phenyl)isochroman-7-ol